3-(benzyloxy)-N-(2-fluoro-3-{6-oxo-4-[5-(trifluoromethyl)pyridin-2-yl]-1,6-dihydropyrimidine-2-yl}-4-(trifluoromethyl)benzyl)cyclobutane-1-carboxamide C(C1=CC=CC=C1)OC1CC(C1)C(=O)NCC1=C(C(=C(C=C1)C(F)(F)F)C=1NC(C=C(N1)C1=NC=C(C=C1)C(F)(F)F)=O)F